C[C@H]1N(C(CC1)=O)C(=O)OC(C)(C)C tert-butyl (R)-2-methyl-5-oxopyrrolidine-1-carboxylate